C(C)OC1=C(C=CC=C1)C=C1C=C(C(C(=C1)C(C)(C)C)=O)C(C)(C)C 4-(2-ethoxyphenyl)methylene-2,6-di-tert-butyl-2,5-cyclohexadien-1-one